FC=1C=C(C(=O)O)C=C(N1)F 2,6-Difluoroisonicotinic acid